CN([C@H]1CN(CCC1)S(=O)(=O)C=1C=CC(=C(C1)C1=CN=C2N1C=C(N=C2N)C(F)(F)F)C)C (R)-3-(5-((3-(dimethylamino)piperidin-1-yl)sulfonyl)-2-methylphenyl)-6-(trifluoromethyl)imidazo[1,2-a]pyrazin-8-amine